[OH-].[Mg+2].C1(CC1)C1=NC=C(C(=N1)OC1CC2(C1)CCC2)C(=O)NC(C)C=CS(=O)(=O)C.[OH-] 2-cyclopropyl-N-(4-(methylsulfonyl)but-3-en-2-yl)-4-(spiro[3.3]heptane-2-yloxy)pyrimidine-5-carboxamide Magnesium hydroxide